CN1CCCCC1 N-methyl-piperidine